ClC1=C(C(=CC=C1)CN1CCC2(CCN(C2)C(=O)OC(C(F)(F)F)C(F)(F)F)CC1)N1CCC(CC1)C(=O)O 1-(2-Chloro-6-((2-(((1,1,1,3,3,3-hexafluoropropan-2-yl)oxy)carbonyl)-2,8-diazaspiro[4.5]decan-8-yl)methyl)phenyl)piperidine-4-carboxylic acid